4-(2-fluorophenyl)-7-(3-methyl-4-pyridinyl)-2-(2-(2-propenoyl)-2,6-diazaspiro[3.4]octan-6-yl)-5,6,7,8-tetrahydro-1,7-naphthyridine-3-carbonitrile FC1=C(C=CC=C1)C1=C(C(=NC=2CN(CCC12)C1=C(C=NC=C1)C)N1CC2(CN(C2)C(C=C)=O)CC1)C#N